tert-Butyl 3-(2-chloro-[1,1'-biphenyl]-4-yl)azetidine-1-carboxylate ClC1=C(C=CC(=C1)C1CN(C1)C(=O)OC(C)(C)C)C1=CC=CC=C1